3-methyl-N-(3-(propylsulfonyl)-[1,2,4]triazolo[4,3-a]pyridin-6-yl)benzamide Methyl-3-(7-(2-(cycloheptylamino)-2-oxoethoxy)naphthalen-2-yl)-3-(4-methoxy-3-methylphenyl)propanoate COC(CC(C1=CC(=C(C=C1)OC)C)C1=CC2=CC(=CC=C2C=C1)OCC(=O)NC1CCCCCC1)=O.CC=1C=C(C(=O)NC=2C=CC=3N(C2)C(=NN3)S(=O)(=O)CCC)C=CC1